(S)-4-(5-chloro-2-((1-methyl-1H-pyrazol-5-yl)amino)pyrimidin-4-yl)-N-(2-hydroxy-1-(m-tolyl)ethyl)oxazole-2-carboxamide ClC=1C(=NC(=NC1)NC1=CC=NN1C)C=1N=C(OC1)C(=O)N[C@H](CO)C=1C=C(C=CC1)C